4-(7-(5-chloro-2-fluorophenyl)-2,3-dihydro-1H-pyrido[3,4-b][1,4]oxazin-1-yl)-N-(2-hydroxy-2-methylpropyl)nicotinamide ClC=1C=CC(=C(C1)C1=CC2=C(OCCN2C2=CC=NC=C2C(=O)NCC(C)(C)O)C=N1)F